2-((3,5-dichloro-4-(4-hydroxy-3-isopropylbenzyl)phenyl)(methyl)amino)-N-methylacetamide ClC=1C=C(C=C(C1CC1=CC(=C(C=C1)O)C(C)C)Cl)N(CC(=O)NC)C